1-(5-((R)-2-(2,5-difluorophenyl)-4-oxopyrrolidin-1-yl)-2-fluoropyrazolo[1,5-a]pyrimidin-3-yl)-3-((1S,2R)-2-fluorocyclopropyl)urea FC1=C(C=C(C=C1)F)[C@@H]1N(CC(C1)=O)C1=NC=2N(C=C1)N=C(C2NC(=O)N[C@@H]2[C@@H](C2)F)F